BrC=1C=C2C(=NC=NC2=C(C1)C(F)(F)F)N(C(C)C=1C(=NC=CN1)C1=CC=C(C=N1)C#N)CC1CC1 6-[3-[1-[[6-bromo-8-(trifluoromethyl)quinazolin-4-yl]-(cyclopropylmethyl)amino]ethyl]pyrazin-2-yl]pyridine-3-carbonitrile